tert-butyl (2S)-3-(6-(6-acetyl-3,6-diazabicyclo[3.1.1]heptan-3-yl)pyridin-3-yl)-2-((tert-butoxycarbonyl)amino)propanoate C(C)(=O)N1C2CN(CC1C2)C2=CC=C(C=N2)C[C@@H](C(=O)OC(C)(C)C)NC(=O)OC(C)(C)C